2'-chloro-N-(4-hydroxy-3-(methylsulfonylamino)phenyl)-4'-(trifluoromethyl)-[1,1'-biphenyl]-4-carboxamide ClC1=C(C=CC(=C1)C(F)(F)F)C1=CC=C(C=C1)C(=O)NC1=CC(=C(C=C1)O)NS(=O)(=O)C